4-deoxy-alpha-D-glucose O[C@@H]1[C@H](O)[C@@H](O)C[C@H](O1)CO